ClC=1N=C2C(=C(C(N(C2=CC1)C)=O)C#N)N1CCN(CC1)CC1=CC(=C(C=C1)O)F 6-Chloro-4-{4-[(3-fluoro-4-hydroxyphenyl)methyl]piperazin-1-yl}-1-methyl-2-oxo-1,2-dihydro-1,5-naphthyridin-3-carbonitril